N(=[N+]=[N-])C[C@]1(C[C@H](N(C1)C(CNC(=O)C=1C=CC=2C(C3=CC=CC=C3C2C1)(F)F)=O)C(=O)OCC1=CC=CC=C1)F benzyl (2S,4R)-4-(azidomethyl)-1-((9,9-difluoro-9H-fluorene-3-carbonyl) glycyl)-4-fluoropyrrolidine-2-carboxylate